2-(isoindolin-2-ylmethyl)-5-((1-pivaloylpiperidin-4-yl)methoxy)-4H-pyran-4-one C1N(CC2=CC=CC=C12)CC=1OC=C(C(C1)=O)OCC1CCN(CC1)C(C(C)(C)C)=O